ClC=1C=C2C=C(NC2=CC1C1=NC=C(N=C1)OC)CNC(=O)C1(CC1)N(C)C N-{[5-chloro-6-(5-methoxy-2-pyrazinyl)-2-indolyl]methyl}1-(dimethylamino)cyclopropanecarboxamide